6-bromo-4,4-dimethyl-3,4-dihydroisoquinolin-1(2H)-one BrC=1C=C2C(CNC(C2=CC1)=O)(C)C